C(C)(C)(C)N1C(C=2C(CC1)=NN(C2)C\C(\CN2C(C1=CC=CC=C1C2=O)=O)=C\F)=O (E)-2-(2-((5-(tert-butyl)-4-oxo-4,5,6,7-tetrahydro-2H-pyrazolo[4,3-c]pyridin-2-yl)methyl)-3-fluoroallyl)isoindolin-1,3-dione